[Ce+3].N(=O)N(O)C1=CC=CC=C1 N-nitrosophenylhydroxyamine cerium (III) salt